5-(((tert-butyldimethylsilyl)oxy)methyl)-4-methyloxazole [Si](C)(C)(C(C)(C)C)OCC1=C(N=CO1)C